[Fe](Cl)Cl.FC1=C(C=CC(=C1)F)N=C(C)C1=NC(=CC=C1)C(C)=NC1=C(C=C(C=C1)F)F 2,6-bis[1-(2,4-difluorophenylimino)ethyl]pyridine iron (II) dichloride